sodium (4-fluorophenoxy)-1H-1,2,3-triazole-4-carboxylate FC1=CC=C(ON2N=NC(=C2)C(=O)[O-])C=C1.[Na+]